C/C=C\\1/CC(=C)[C@@](C(=O)OCC2=CC[N+]3([C@H]2[C@@H](CC3)OC1=O)[O-])(CO)O The molecule is a pyrrolizine alkaloid that is 13,19-didehydrosenecionane bearing two additional hydroxy substituents at positions 12 and 18, two additional oxo groups at positions 11 and 16 and an N-oxido substituent. It has a role as a carcinogenic agent, a genotoxin, a Jacobaea metabolite, a mutagen, a rat metabolite and a human xenobiotic metabolite. It is a macrocyclic lactone, an organic heterotricyclic compound, an olefinic compound, a pyrrolizine alkaloid, a tertiary alcohol, a tertiary amine oxide, a primary alcohol and a diol. It derives from a riddelliine.